5-[[2-[(2S,6S)-2-methyl-6-[6-(methylamino)-3-pyridyl]-1-piperidyl]-2-oxo-acetyl]amino]pyridine-3-carboxamide C[C@@H]1N([C@@H](CCC1)C=1C=NC(=CC1)NC)C(C(=O)NC=1C=C(C=NC1)C(=O)N)=O